FC1=CC=C(C=C1)C=1C(C(=CN(C1)NC)C(=O)N)=O 5-(4-fluorophenyl)-1-(methylamino)-4-oxopyridine-3-carboxamide